1-(1-(2-(2-Acetoxyphenyl)acetoxy)propyl)-5-(4-(hexyloxy)-1,2,5-thiadiazol-3-yl)-1-methyl-1,2,3,6-tetrahydropyridin-1-ium iodide [I-].C(C)(=O)OC1=C(C=CC=C1)CC(=O)OC(CC)[N+]1(CCC=C(C1)C1=NSN=C1OCCCCCC)C